(S)-N-(2-(2-cyano-4,4-difluoropyrrolidin-1-yl)-2-oxoethyl)-2,3-dihydro-1H-indene-2-carboxamide C(#N)[C@H]1N(CC(C1)(F)F)C(CNC(=O)C1CC2=CC=CC=C2C1)=O